C(C1=CC=CC=C1)N(C(O)=O)[C@H](C(=O)N[C@H](C(=O)N[C@H](C=O)CC(C)C)CC(C)C)CC(C)C.C(N)(O)=O carbamate (Benzyl [(2S)-4-methyl-1-{[(2S)-4-methyl-1-{[(2S)-4-methyl-1-oxopentan-2-yl]amino}-1-oxopentan-2-yl]amino}-1-oxopentan-2-yl]carbamate)